[6-hydroxy-2-(4-hydroxyphenyl)-1-benzothiophen-3-yl]-[4-(2-pyrrolidin-1-ylethoxy)phenyl]methanone OC1=CC2=C(C(=C(S2)C2=CC=C(C=C2)O)C(=O)C2=CC=C(C=C2)OCCN2CCCC2)C=C1